NC=1C=C(C=CC1OC)N1C(C=CC2=CN=C3C(=C12)C=C(C=C3)C3=CC=C(C=C3)NS(=O)(=O)C)=O N-(4-(1-(3-Amino-4-methoxyphenyl)-2-oxo-1,2-dihydrobenzo[h][1,6]naphthyridin-9-yl)phenyl)methanesulfonamide